N1N=CC2=CC(=CC=C12)C=1C=NC=2N(C=3C=CC(=CC3OC2C1)C=1C=C2C=NNC2=CC1)CCOCCN1CCOCC1 6,12-bis-(1H-indazol-5-yl)-2-{2-[2-(morpholin-4-yl)ethoxy]ethyl}-9-oxa-2,4-diazatricyclo[8.4.0.0^{3,8}]tetradeca-1(10),3(8),4,6,11,13-hexaene